N1=C(C=CC=C1)CC(CCCCCCCCCC)=[NH+][O-] (pyridin-2-ylmethyl)undecan-1-imine oxide